2-((1-(2-(4-cyanopiperidin-1-yl)-6-methyl-4-oxo-4H-chromen-8-yl)ethyl)amino)benzoic acid C(#N)C1CCN(CC1)C=1OC2=C(C=C(C=C2C(C1)=O)C)C(C)NC1=C(C(=O)O)C=CC=C1